N[C@H]1[C@@H]2N(C[C@H]1CC2)C(=O)C2=CC1=C(N(C(=N1)C=1N(C3=CC(=CC=C3C1)C=1C=C3C(=CC=NC3=CC1)O)CC1CC1)C)C(=C2)OC 6-(2-{5-[(1R,4R,7R)-7-amino-2-azabicyclo[2.2.1]heptane-2-carbonyl]-7-methoxy-1-methyl-1H-1,3-benzodiazol-2-yl}-1-(cyclopropylmethyl)-1H-indol-6-yl)quinolin-4-ol